BrC1=C(C=C(C=C1)OC1CC1)OC 1-bromo-4-(cyclopropyloxy)-2-methoxy-benzene